N=1C(N=CC1)=O Imidazol-2-one